C1(CC1)S(=O)(=O)N1N=CC(=C1)C1=NC=CC(=N1)NC1=NC=C(C(=C1)NC1CCC(CC1)(O)C)C=1N=NC(=CC1)OC1CCN(CC1)CCF (1s,4s)-4-((2-((2-(1-(Cyclopropylsulfonyl)-1H-pyrazol-4-yl)pyrimidin-4-yl)amino)-5-(6-((1-(2-fluoroethyl)piperidin-4-yl)oxy)pyridazin-3-yl)pyridin-4-yl)amino)-1-methylcyclohexan-1-ol